tert-butyl 4-(4-((4-(2-(tert-butyl)-4-(2-fluoro-3-(propylsulfonamido)phenyl)thiazol-5-yl)pyrimidin-2-yl)amino)benzoyl)piperazine-1-carboxylate C(C)(C)(C)C=1SC(=C(N1)C1=C(C(=CC=C1)NS(=O)(=O)CCC)F)C1=NC(=NC=C1)NC1=CC=C(C(=O)N2CCN(CC2)C(=O)OC(C)(C)C)C=C1